(S)-N-((S)-3-oxo-1-((S)-2-oxopyrrolidin-3-yl)-4-(trifluoromethoxy)butan-2-yl)-5-(2-oxo-2-(o-tolylamino)acetyl)-5-azaspiro[2.4]heptane-6-carboxamide O=C([C@H](C[C@H]1C(NCC1)=O)NC(=O)[C@H]1N(CC2(CC2)C1)C(C(NC1=C(C=CC=C1)C)=O)=O)COC(F)(F)F